FC(C1=C(C=CC=C1)C(CC)=O)(F)F 1-(2-(trifluoromethyl)phenyl)propan-1-one